11-amino-3-cyclopropyl-7-isopropyl-5-(4-methoxyphenethyl)-6,7-dihydroisoxazolo[4,3-c]pyrimido[5',4':4,5]pyrrolo[3,2-e]azepin-4(5H)-one NC1=NC=NC2=C1C=1C=3C(C(N(CC1N2C(C)C)CCC2=CC=C(C=C2)OC)=O)=C(ON3)C3CC3